NC1=NC=C(C=C1O[C@H](C)C=1C=C(C=CC1)NC(C1=CC(=C(C(=C1)S(=O)(=O)C)C)C)=O)Cl (R)-N-(3-(1-((2-Amino-5-chloropyridin-3-yl)oxy)ethyl)phenyl)-3,4-dimethyl-5-(methylsulfonyl)benzamid